O=C1NC(CCC1N1C(N(C2=C1C=CC(=C2)C=2N=NN(C2)CCOCCOCCOCCNC(OC(C)(C)C)=O)C)=O)=O tert-Butyl (2-(2-(2-(2-(4-(1-(2,6-dioxopiperidin-3-yl)-3-methyl-2-oxo-2,3-dihydro-1H-benzo[d]imidazol-5-yl)-1H-1,2,3-triazol-1-yl)ethoxy)ethoxy)ethoxy)ethyl)carbamate